N1N=CC2=CC(=CC=C12)C#CC1=NC(=NC=C1)C1=NC(=NC=C1)NCC1=CC=C(C=C1)F ((1H-indazol-5-yl)ethynyl)-N-(4-fluorobenzyl)-[2,4'-bipyrimidin]-2'-amine